ClC1=CC(=CC2=C1OC(C1(C(CC3=CC=CC=C13)C(CC)=O)N2)=O)Cl 8,6-dichloro-2'-propionyl-2',3'-dihydro-2H,4H-spiro[benzo[b][1,4]oxazin-3,1'-indene]-2-one